N-(1-cyclohexyl-6-(5-methylthiophene-2-yl)-1H-pyrazolo[3,4-d]pyrimidin-4-yl)-5-nitrothiophene-2-carboxamide C1(CCCCC1)N1N=CC=2C1=NC(=NC2NC(=O)C=2SC(=CC2)[N+](=O)[O-])C=2SC(=CC2)C